CN1N=CC=C1C=1C=C2C=CN(C(C2=CC1)=O)CC=1C=C(C(=O)NC2=CC=C3CCNCC3=C2)C=CC1 3-((6-(1-Methyl-1H-pyrazol-5-yl)-1-oxoisoquinolin-2(1H)-yl)methyl)-N-(1,2,3,4-tetrahydroisoquinolin-7-yl)benzamide